1-(2,2-difluoroethyl)-N-methyl-N-({1-[3-(trifluoromethyl)pyridin-2-yl]piperidin-3-yl}methyl)pyrazolo[3,4-b]pyrazin-6-amine FC(CN1N=CC=2C1=NC(=CN2)N(CC2CN(CCC2)C2=NC=CC=C2C(F)(F)F)C)F